2-benzoyl-3-hydroxyl-1-propene C(C1=CC=CC=C1)(=O)C(=C)CO